C(C1=CC=CC=C1)OC(=O)N1CC(CC1)(C(=O)O)O 1-benzyloxycarbonyl-3-hydroxy-pyrrolidine-3-carboxylic acid